BrC=1C(=NC(=CC1)C(=O)OC)C(=O)OC Dimethyl 3-Bromopyridine-2,6-dicarboxylate